3-(1-(fluoro(4-methyl-4H-1,2,4-triazol-3-yl)methyl)cyclopropyl)aniline 3-[N-(2-methacryloxyethyl)dimethylammonio]propanesulfonate C(C(=C)C)(=O)OCC[N+](CCCS(=O)(=O)[O-])(C)C.FC(C1(CC1)C=1C=C(N)C=CC1)C1=NN=CN1C